C(C)C1(C(C(C(N1)=O)(F)F)=O)C 5-ethyl-3,3-difluoro-5-methylpyrrolidine-2,4-dione